CN1C=NC2=C(C1=O)N=C(C=C2)NC2=C(C=CC(=C2)[N+](=O)[O-])C 3-methyl-6-(2-methyl-5-nitro-anilino)pyrido[3,2-d]pyrimidin-4-one